C(OOOC(C)(C)CC(C)(C)C)(OC(C)C)=O tert-octylperoxy isopropyl monocarbonate